2-Amino-N-[1-(8-cyano-5-phenylimidazo[1,5-a]pyridin-6-yl)ethyl]pyrazolo[1,5-a]pyrimidine NC1N(N2C(N=CC=C2)=C1)C(C)C=1C=C(C=2N(C1C1=CC=CC=C1)C=NC2)C#N